CNC=1N=CC(=C2C=C(N=CC12)NC(=O)C1CC1)C#CC1=NC=CC=N1 N-[8-(methylamino)-5-(2-pyrimidin-2-ylethynyl)-2,7-naphthyridin-3-yl]cyclopropanecarboxamide